N'-((3,3-dimethoxy-1-methylcyclobutyl)methylene)-4-methylbenzenesulfonohydrazide COC1(CC(C1)(C)C=NNS(=O)(=O)C1=CC=C(C=C1)C)OC